OC(CCCC(CN(C(OCC1=CC=CC=C1)=O)C)(C)C)CO Benzyl (6,7-dihydroxy-2,2-dimethylheptyl)(methyl)carbamate